(2-chloro-4-(trifluoromethyl)phenoxy)-4-fluoro-2-methoxyaniline hydrochloride Cl.ClC1=C(ONC2=C(C=C(C=C2)F)OC)C=CC(=C1)C(F)(F)F